N-(5-azidoacetamidylpentyl)acrylamide N(=[N+]=[N-])CC(=O)NCCCCCNC(C=C)=O